C(\C=C/C(=O)O)(=O)O.NC1=C(N=CC(=N1)N1CCC2(CC=C([C@H]2N)C2CC2)CC1)SC1=C(C(=NC=C1)N)Cl (S)-8-(6-amino-5-((2-amino-3-chloropyridin-4-yl)thio)pyrazin-2-yl)-2-cyclopropyl-8-azaspiro[4.5]dec-2-en-1-amine maleate